FC=1C=C(C=CC1OC(F)(F)F)[C@H]1N(N=C2C3=C(CC[C@@H]12)C=CC(=C3)OC)C(CO)=O 1-([3s,3as]-3-[3-fluoro-4-[trifluoromethoxy]phenyl]-8-methoxy-3,3a,4,5-tetrahydro-2H-benzo[g]indazol-2-yl)-2-hydroxyethanone